CC1(OC2=C(O1)C=CC(=C2)N)C2=CC(=CC=C2)C(F)(F)F 2-methyl-2-(3-(trifluoromethyl)phenyl)benzo[d][1,3]dioxol-5-amine